3-(1H-pyrazol-1-yl)phenyl-7-(pyridin-4-yl)-1H-pyrazolo[4,3-d]pyrimidin-5-ylmorpholine N1(N=CC=C1)C=1C=C(C=CC1)C1N(CCOC1)C=1N=C(C2=C(N1)C=NN2)C2=CC=NC=C2